C1(=CC=CC=C1)S(=O)(=O)N1C=CC=2C1=CN=C(C2)CO [1-(benzenesulfonyl)pyrrolo[2,3-c]pyridin-5-yl]methanol